C(CCCCC)OCCC(=O)N(C)C 3-n-hexyloxy-N,N-dimethyl-propanamide